C1(CC1)CN(C(OC(C)(C)C)=O)[C@H]1CN(CCC1)C=1C=NC(=CC1)C(C)(C)C=1SC(=NN1)C1=NC(=CN=C1)N1CCCC1 tert-butyl (R)-(cyclopropylmethyl)(1-(6-(2-(5-(6-(pyrrolidin-1-yl)pyrazin-2-yl)-1,3,4-thiadiazol-2-yl)propan-2-yl)pyridin-3-yl)piperidin-3-yl)carbamate